N1(CCC[C@H]2CCCC[C@H]12)C([C@@H](CC(=O)N)N(CC1=C(C=C(C=C1)OC)OC)C1CC1)=O (3R)-4-[(4aR,8aS)-decahydroquinolin-1-yl]-3-{cyclopropyl[(2,4-dimethoxyphenyl)methyl]amino}-4-oxobutanamide